CCCCCCCCCCCCCCCCCCCC(=O)OC[C@H](COP(=O)(O)OC[C@H](CO)O)OC(=O)CCCCCCC/C=C\CCCCC 1-eicosanoyl-2-(9Z-pentadecenoyl)-glycero-3-phospho-(1'-sn-glycerol)